1-N-(4-fluorophenyl)-1-N'-[3-methoxy-4-[6-methoxy-7-(3-morpholin-4-ylpropoxy)pyrido[3,2-d]pyrimidin-4-yl]oxyphenyl]cyclopropane-1,1-dicarboxamide FC1=CC=C(C=C1)NC(=O)C1(CC1)C(=O)NC1=CC(=C(C=C1)OC=1C2=C(N=CN1)C=C(C(=N2)OC)OCCCN2CCOCC2)OC